5-bromo-6,8-difluoro-2-methylsulfanyl-quinazolin-4-ol BrC1=C2C(=NC(=NC2=C(C=C1F)F)SC)O